tert-butyl 4-(1-((7-methoxy-2-methylimidazo[1,2-a]pyridin-6-yl)carbamoyl)-2,3-dihydro-1H-pyrrolo[2,3-b]pyridin-4-yl)-2,2-dimethylpiperazine-1-carboxylate COC1=CC=2N(C=C1NC(=O)N1CCC=3C1=NC=CC3N3CC(N(CC3)C(=O)OC(C)(C)C)(C)C)C=C(N2)C